BrC(=C)Br 1,1-dibromoethylene